1,1,2,2-tetra(4-hydroxyphenyl)ethane OC1=CC=C(C=C1)C(C(C1=CC=C(C=C1)O)C1=CC=C(C=C1)O)C1=CC=C(C=C1)O